5-bromo-1-(4-fluorophenyl)-3-methylpyrazole BrC1=CC(=NN1C1=CC=C(C=C1)F)C